Methyl (R)-3-(2-oxooxazolidin-4-yl)propanoate O=C1OC[C@H](N1)CCC(=O)OC